N(=NC(C)(C)N)C(C)(C)N 2,2'-azo-bis(2-aminopropane)